2-[2-([3-[1-(2,6-dioxopiperidin-3-yl)-3-methyl-2-oxo-2,3-dihydro-1H-1,3-benzodiazol-5-yl]prop-2-yn-1-yl]oxy)ethoxy]acetaldehyde O=C1NC(CCC1N1C(N(C2=C1C=CC(=C2)C#CCOCCOCC=O)C)=O)=O